2-chloro-4,6-bis(phenanthren-9-yl)-1,3,5-triazine ClC1=NC(=NC(=N1)C=1C2=CC=CC=C2C=2C=CC=CC2C1)C=1C2=CC=CC=C2C=2C=CC=CC2C1